3-(4-carboxyphenyl)propionic acid C(=O)(O)C1=CC=C(C=C1)CCC(=O)O